C(C)C(C1=CC=CC=C1)(Br)O ethyl-(bromobenzyl) alcohol